2-((tert-butoxycarbonyl)amino)butanoate C(C)(C)(C)OC(=O)NC(C(=O)[O-])CC